O=C1N(CCC1)C=1C=C(C=NC1)[C@H]1N(OCC1)C(=O)OC(C)(C)C Tert-butyl (3S)-3-[5-(2-oxopyrrolidin-1-yl)-3-pyridyl]isoxazolidine-2-carboxylate